C(N1[C@@H](CCC1)COC1=NC=CC=C1)([2H])([2H])[2H] 2-(((S)-1-(methyl-d3)pyrrolidin-2-yl)methoxy)pyridine